(2S)-1-(2-chloroacetyl)pyrrolidine-2-carbonitrile ClCC(=O)N1[C@@H](CCC1)C#N